N-(1-(3-allylazetidine-1-carbonyl)-2-((2'-vinyl-[1,1'-biphenyl]-3-yl)methyl)pyrrolidin-3-yl)methanesulfonamide C(C=C)C1CN(C1)C(=O)N1C(C(CC1)NS(=O)(=O)C)CC=1C=C(C=CC1)C1=C(C=CC=C1)C=C